N-(5-(5-cyano-2-(4-(4-methylpiperazin-1-yl)phenyl)-1H-pyrrolo[2,3-b]pyridin-3-yl)-2-methylphenyl)acrylamide C(#N)C=1C=C2C(=NC1)NC(=C2C=2C=CC(=C(C2)NC(C=C)=O)C)C2=CC=C(C=C2)N2CCN(CC2)C